tris[4'-methyl-4-(2-(5-pyrimidinyl)ethynyl)-2,2'-bipyridine] iron (II) [Fe+2].CC1=CC(=NC=C1)C1=NC=CC(=C1)C#CC=1C=NC=NC1.CC1=CC(=NC=C1)C1=NC=CC(=C1)C#CC=1C=NC=NC1.CC1=CC(=NC=C1)C1=NC=CC(=C1)C#CC=1C=NC=NC1